[I-].C(C)(C)(C)OC(CCOCCOCCOCC[P+](C1=CC=CC=C1)(C1=CC=CC=C1)C1=CC=CC=C1)=O 13-(tert-butoxy)-13-oxo-1,1,1-triphenyl-4,7,10-trioxa-1-phosphatridecan-1-ium iodide